COC=1C(=NC=CC1)C1=CC=C(C=C1)CC=1N(C(C=2N(C1)C(=NC2)C2CCOCC2)=O)C 6-[[4-(3-methoxy-2-pyridinyl)phenyl]methyl]-7-methyl-3-tetrahydropyran-4-yl-imidazo[1,5-a]pyrazin-8-one